7-methoxy-N-[(4-methoxyphenyl)methyl]-4-(1-methyl-3-phenyl-1H-pyrazol-4-yl)pyrido[3,2-d]pyrimidin-6-amine COC1=CC=2N=CN=C(C2N=C1NCC1=CC=C(C=C1)OC)C=1C(=NN(C1)C)C1=CC=CC=C1